N,N-dimethyl-6-oxohexan-1-aminium bromide [Br-].C[NH+](CCCCCC=O)C